[Cu].[Ni].[Nd] neodymium-nickel-copper